(2S)-4-[3-(dimethylamino)propionyloxy]-1-(6-oxo-6-undecoxy-hexyl)pyrrolidine-2-carboxylic acid [8-(1-hexylheptyloxy)-8-oxo-octyl] ester C(CCCCC)C(CCCCCC)OC(CCCCCCCOC(=O)[C@H]1N(CC(C1)OC(CCN(C)C)=O)CCCCCC(OCCCCCCCCCCC)=O)=O